FC=1C=C(C=C2C(=CC=NC12)[C@@H](C)NC(OC(C)(C)C)=O)B1OC(C(O1)(C)C)(C)C |r| (±)-Tert-butyl (1-(8-fluoro-6-(4,4,5,5-tetramethyl-1,3,2-dioxaborolan-2-yl)quinolin-4-yl)ethyl)carbamate